C(C1=CC=CC=C1)ON O-Benzyl-Hydroxylamin